CN1CC(C1)(C)[C@@](O)(C1=CC=CC=C1)C1=CC=C(C=C1)OC1=CC=CC=C1 (R)-(1,3-Dimethyl-azetidin-3-yl)-(4-phenoxy-phenyl)-phenyl-methanol